[N+](=O)([O-])C1=CC=C(C=N1)N1CCN(C2(CC2)C1)C(=O)OC(C)(C)C tert-butyl 7-(6-nitropyridin-3-yl)-4,7-diazaspiro[2.5]octane-4-carboxylate